CN(CC(C1=CC(=CC=C1)F)N1C(C=C(C=C1)C1=CN(C2=NC=C(C=C21)N2CCOCC2)S(=O)(=O)C2=CC=C(C)C=C2)=O)C 1-(2-(dimethylamino)-1-(3-fluorophenyl)ethyl)-4-(5-morpholinyl-1-tosyl-1H-pyrrolo[2,3-b]pyridin-3-yl)pyridin-2(1H)-one